C(C)(=O)C(CCC[C@H](N)C(=O)O)N ε-Acetyl-Lysin